N-(2-ethylhexyl)-2-(3-methoxy-4-tetrahydropyranyloxyphenyl)-3,5,7-tritetrahydropyranyloxyquinolin-4-one C(C)C(CN1C(=C(C(C2=C(C=C(C=C12)OC1OCCCC1)OC1OCCCC1)=O)OC1OCCCC1)C1=CC(=C(C=C1)OC1OCCCC1)OC)CCCC